cis-eicosan CCCCCCCCCCCCCCCCCCCC